C(OC(C#C)C)(OC)=O 1-Methyl-2-Propynyl Methyl carbonate